N1(CCCNCCC1)C1CCCCCCC1 1,5-diazabicyclooctane